NCC(CN1N=NN(C1=O)C1=CC=C(C=C1)C=1C=CC(N(C1)CC)=O)=C(F)F 5-[4-[4-[2-(aminomethyl)-3,3-difluoro-allyl]-5-oxo-tetrazol-1-yl]phenyl]-1-ethyl-pyridin-2-one